2-fluoro-1-ethylpyridinium hexachloroantimonate Cl[Sb-](Cl)(Cl)(Cl)(Cl)Cl.FC1=[N+](C=CC=C1)CC